NC1=C2C(=NC=N1)N(N=C2C2=NOC(=C2C2=NC=C(C=N2)C2CN(C2)C(CCCCCCCN2CCC(CC2)C2=CC=C(NC1C(NC(CC1)=O)=O)C=C2)=O)C2CC2)C(C)C 3-[4-[1-[8-[3-[2-[3-(4-amino-1-isopropyl-pyrazolo[3,4-d]pyrimidin-3-yl)-5-cyclopropyl-isoxazol-4-yl]pyrimidin-5-yl]azetidin-1-yl]-8-oxo-octyl]-4-piperidyl]anilino]piperidine-2,6-dione